N-benzyl-4-methoxy-7-(1-methyl-1H-pyrazol-5-yl)-N-(3-(methylamino)-3-oxopropyl)benzo[b]thiophene-2-carboxamide C(C1=CC=CC=C1)N(C(=O)C1=CC2=C(S1)C(=CC=C2OC)C2=CC=NN2C)CCC(=O)NC